C(C1=CC=CC=C1)OC(=O)N1[C@H](CCC1)C1=NC2=NC=NC(=C2N1)C(=O)OC Methyl (R)-8-(1-((benzyloxy)carbonyl)pyrrolidin-2-yl)-7H-purine-6-carboxylate